SC1=CC=C(C=2C=CC=NC12)S(=O)(=O)O 8-mercaptoquinoline-5-sulfonic acid